tert-butyl (2S,4R)-4-fluoro-2-((2-fluoro-3-(4,4,5,5-tetramethyl-1,3,2-dioxaborolan-2-yl)phenyl)carbamoyl)pyrrolidine-1-carboxylate F[C@@H]1C[C@H](N(C1)C(=O)OC(C)(C)C)C(NC1=C(C(=CC=C1)B1OC(C(O1)(C)C)(C)C)F)=O